(3,4-Diethoxyphenyl)-[4-(2-phenylethyl)piperazin-1-yl]methanone C(C)OC=1C=C(C=CC1OCC)C(=O)N1CCN(CC1)CCC1=CC=CC=C1